ClC1=C2NC=C(C[C@H](N)C(=O)O)C2=CC=C1 7-chloro-L-tryptophan